2-chloro-7-cyclopentyl-7H-pyrrolo[2,3-d]pyrimidine ClC=1N=CC2=C(N1)N(C=C2)C2CCCC2